5-Cyclopropyl-1H-tetrazole C1(CC1)C1=NN=NN1